(2R,4S)-2-methyl-4-((4-((2-(methylsulfonyl)ethyl)sulfonyl)phenoxy)methyl)pyrrolidine C[C@H]1NC[C@H](C1)COC1=CC=C(C=C1)S(=O)(=O)CCS(=O)(=O)C